(E)-2-(4-fluorobenzylidene)-2,3-dihydropyrrolizine FC1=CC=C(\C=C\2/CC3=CC=CN3C2)C=C1